ClCC=C 3-Chloropropene